lanthanum(III) triazenide [N-]=NN.[La+3].[N-]=NN.[N-]=NN